(R)-3-((5-(4-bromo-2-methoxyphenyl)pyrido[2,3-d]pyridazin-8-yl)amino)piperidine-1-carboxylic acid tertiary Butyl ester C(C)(C)(C)OC(=O)N1C[C@@H](CCC1)NC=1N=NC(=C2C1N=CC=C2)C2=C(C=C(C=C2)Br)OC